ClCC1=NN=C2N1CCCCC2 3-(chloromethyl)-5H,6H,7H,8H,9H-[1,2,4]triazolo[4,3-a]azepine